tert-butyl 4-(6-chloro-5-nitro-1-oxo-isoindolin-2-yl)piperidine-1-carboxylate ClC1=C(C=C2CN(C(C2=C1)=O)C1CCN(CC1)C(=O)OC(C)(C)C)[N+](=O)[O-]